C(=CC(C)=C)[Al](C=CC(C)=C)C=CC(C)=C trisisoprenyl-aluminum